CC1CN(CCN1CC=1C=NC=2C(=C(C(NC2C1)=O)C(F)(F)F)C)C=1C=CC(=NC1)C(=O)N 5-(3-methyl-4-((8-methyl-6-oxo-7-(trifluoromethyl)-5,6-dihydro-1,5-naphthyridin-3-yl)methyl)piperazin-1-yl)picolinamide